FC=1C(=NN2C1CCC1=CC(=CC=C21)F)C2CCN(CC2)C(=O)OC(C(F)(F)F)CO 1,1,1-trifluoro-3-hydroxypropan-2-yl 4-(3,7-difluoro-4,5-dihydropyrazolo[1,5-a]quinolin-2-yl)piperidine-1-carboxylate